BrC=1C=C(C=2C=NNC2C1)C(=O)NCC=1N=C2N(C=C(C=C2)C)C1 6-bromo-N-({6-methylimidazo[1,2-a]pyridin-2-yl}methyl)-1H-indazole-4-carboxamide